C(C1=CC=CC=C1)(=O)C1=NC(=NC(=C1)C1=C(C=CC=C1C)C)NS(=O)(=O)C=1C=NN(C1)C N-[4-Benzoyl-6-(2,6-dimethylphenyl)pyrimidin-2-yl]-1-methyl-pyrazole-4-sulfonamide